(S)-4-amino-N-(5-fluoro-2,3-dihydrobenzofuran-3-yl)-N-methylimidazo[1,5-a]quinoxaline-8-carboxamide NC=1C=2N(C3=CC(=CC=C3N1)C(=O)N(C)[C@@H]1COC3=C1C=C(C=C3)F)C=NC2